FC1=C(C=CC=C1C1=CC=C(C(=N1)OC)CN[C@H]1[C@H](COCC1)O)C1=C(C(=CC=C1)NC=1C2=C(N=C(N1)C)C=CC=N2)C (3R,4R)-4-(((6-(2-fluoro-2'-methyl-3'-((2-methylpyrido[3,2-d]pyrimidin-4-yl)amino)-[1,1'-biphenyl]-3-yl)-2-methoxypyridin-3-yl)methyl)amino)tetrahydro-2H-pyran-3-ol